N-(4-chloro-3-(trifluoromethyl)phenyl)-5-hydroxy-3-(3-(trifluoromethyl)phenyl)-7-oxabicyclo[2.2.1]heptane-2-carboxamide ClC1=C(C=C(C=C1)NC(=O)C1C2CC(C(C1C1=CC(=CC=C1)C(F)(F)F)O2)O)C(F)(F)F